C(C1=CC=CC=C1)OC[C@@H]1NCCC1 (R)-2-((benzyloxy)methyl)pyrrolidine